N1=CC=C(C=C1)C=1C=NNC1 4-(4-pyridyl)-1H-pyrazole